4-(1-methylethyl)cyclohexadienal CC(C)C1=CC=C(CC1)C=O